1,2-diallyldisulfane C(C=C)SSCC=C